4-Morpholino-N-(5-(4-(pyridin-2-yl)piperazin-1-yl)pyridin-2-yl)benzamid O1CCN(CC1)C1=CC=C(C(=O)NC2=NC=C(C=C2)N2CCN(CC2)C2=NC=CC=C2)C=C1